N-(4-((6,7-dimethoxyquinoline-4-yl)oxy)phenyl)-4-oxo-1-phenyl-1,4-dihydroquinoline-3-carboxamide COC=1C=C2C(=CC=NC2=CC1OC)OC1=CC=C(C=C1)NC(=O)C1=CN(C2=CC=CC=C2C1=O)C1=CC=CC=C1